(S)-(7-(3,4-dimethoxy-phenyl)pyrazolo[1,5-a]pyrimidin-2-yl)(3-methyl-4-(1H-pyrrole-2-carbonyl)piperazin-1-yl)methanone COC=1C=C(C=CC1OC)C1=CC=NC=2N1N=C(C2)C(=O)N2C[C@@H](N(CC2)C(=O)C=2NC=CC2)C